5-[2-fluoro-6-hydroxy-4-(1-isopentyl-3-piperidyl)phenyl]-1,1-dioxo-1,2,5-thiadiazolidin-3-one FC1=C(C(=CC(=C1)C1CN(CCC1)CCC(C)C)O)N1CC(NS1(=O)=O)=O